[C@H]12CN(C[C@H](CC1)N2)C=2C1=C(N=C(N2)OCCC=2C=NC=CC2)C(=C(N=C1)C1=CC=CC2=CC=CC(=C12)Cl)F 4-((1R,5S)-3,8-diazabicyclo[3.2.1]octan-3-yl)-7-(8-chloronaphthalen-1-yl)-8-fluoro-2-(2-(pyridin-3-yl)ethoxy)pyrido[4,3-d]pyrimidine